S1(C=CC=C1)(=O)=O thiophene-1,1-dione